C(C)OC(=O)C1(CC1)C ethyl-1-methylcyclopropane-carboxylate